(1-aminopropane-1,1-diyl)diphosphonic acid amide NC(CC)=NP(=O)OP(=O)O